S1C(=NC2=C1C=CC=C2)C2=C(C=C(C=C2)C#CCCCC)O 2-(benzothiazol-2-yl)-5-(hex-1-yn-1-yl)phenol